1,11-diazaicosane NCCCCCCCCCNCCCCCCCCC